CC1=NC(=CC=C1C1=C(C(=C(C(=C1N1C2=CC=CC=C2C=2C=CC=CC12)C1=NC(=CC=C1)C)N1C2=CC=CC=C2C=2C=CC=CC12)N1C2=CC=CC=C2C=2C=CC=CC12)N1C2=CC=CC=C2C=2C=CC=CC12)C 9,9',9'',9'''-(4-(2,6-dimethylpyridin-3-yl)-6-(6-methylpyridin-2-yl)benzene-1,2,3,5-tetrayl)tetrakis(9H-carbazole)